C(C)(C)(C)OC(N[C@@H]1CC[C@H](CC1)CCCO)=O (trans-4-(3-hydroxypropyl)cyclohexyl)carbamic acid tert-butyl ester